Tert-Butyl (S)-2-((2-Bromo-4-(Trifluoromethyl)-1h-Imidazol-1-Yl)Methyl)Morpholine-4-Carboxylate BrC=1N(C=C(N1)C(F)(F)F)C[C@@H]1CN(CCO1)C(=O)OC(C)(C)C